FC=1C=C(C=CC1)C=1C(=NN(C1C(=O)O)C=1SC(=C(N1)C1=CC=C(C=C1)C(F)(F)F)SC(C)C)O 4-(3-fluorophenyl)-3-hydroxy-1-(5-(isopropylthio)-4-(4-(trifluoromethyl)phenyl)thiazol-2-yl)-1H-pyrazole-5-carboxylic acid